Phenyl-[4-(2-Phenylethyl)-1,4-diazepan-1-yl]methanon C1(=CC=CC=C1)C(=O)N1CCN(CCC1)CCC1=CC=CC=C1